4-Methoxy-N-(4-(4-(pyridin-3-yl)piperazin-1-yl)phenyl)benzamid COC1=CC=C(C(=O)NC2=CC=C(C=C2)N2CCN(CC2)C=2C=NC=CC2)C=C1